TMS-Ethanol [Si](C)(C)(C)C(C)O